FC(C1=C(C=CC(=C1)C(C(F)(F)F)(C(F)(F)F)F)NC(C1=C(C(=CC=C1)N(C(C1=CC=C(C=C1)F)=O)C)F)=O)(F)F N-[2-trifluoromethyl-4-(1,1,1,2,3,3,3-heptafluoropropan-2-yl)-phenyl]-3-[N-methyl-4-fluorobenzamido]-2-fluorobenzamide